2-Bromo-5-(1-methyl-1H-1,2,4-triazol-3-yl)pyridine BrC1=NC=C(C=C1)C1=NN(C=N1)C